CC1=NN=C(S1)NC(=O)C1=NN2C(C(N(CC2)CC=2C(=NC=CC2)C)=O)=C1C1CC1 3-Cyclopropyl-5-(2-methylpyridin-3-ylmethyl)-4-oxo-4,5,6,7-tetrahydropyrazolo[1,5-a]pyrazine-2-carboxylic acid (5-methyl-[1,3,4]thiadiazol-2-yl) amide